ON=C(C1=CC(=CC=C1)C)N N'-hydroxy-3-methylbenzamidine